3-(((2-Aminoethoxy)(hydroxy)phosphoryl)oxy)propane-1,2-diyl bis(2-nonylundecanoate) C(CCCCCCCC)C(C(=O)OCC(COP(=O)(O)OCCN)OC(C(CCCCCCCCC)CCCCCCCCC)=O)CCCCCCCCC